N-(2-((4-tert-butyl-3-cyanophenyl)amino)-1-(4-methoxyphenyl)-2-oxoethyl)-3-hydroxypyrrolidine-1-carboxamide C(C)(C)(C)C1=C(C=C(C=C1)NC(C(C1=CC=C(C=C1)OC)NC(=O)N1CC(CC1)O)=O)C#N